tert-butyl 4-(6-methyl-3-oxo-3,4-dihydroquinoxalin-2-yl)piperidine-1-carboxylate CC=1C=C2NC(C(=NC2=CC1)C1CCN(CC1)C(=O)OC(C)(C)C)=O